tert-butyl 3-(hydroxy(5-methyl-6-(1-tosyl-1H-indol-6-yl)pyridazin-3-yl)methyl)piperidine-1-carboxylate OC(C1CN(CCC1)C(=O)OC(C)(C)C)C=1N=NC(=C(C1)C)C1=CC=C2C=CN(C2=C1)S(=O)(=O)C1=CC=C(C)C=C1